N-{(1S)-1-[1-(5-aminopyridin-2-yl)-1H-1,2,4-triazol-5-yl]ethyl}-3-chloro-5-(trifluoromethyl)benzamide NC=1C=CC(=NC1)N1N=CN=C1[C@H](C)NC(C1=CC(=CC(=C1)C(F)(F)F)Cl)=O